OC[C@H]1[C@@H](CCCC1)NC1=NC(=NC=C1C(=O)N)NC1=C(C=C2CCN(CC2=C1)C)OC 4-{[(1R,2R)-2-(hydroxymethyl)cyclohexyl]amino}-2-[(6-methoxy-2-methyl-1,2,3,4-tetrahydroisoquinolin-7-yl)amino]pyrimidine-5-carboxamide